3,6-di(azetidin-1-yl)-10-(3-(trimethylsilyl)propyl)-acridin-10-ium iodide [I-].N1(CCC1)C=1C=CC2=CC3=CC=C(C=C3[N+](=C2C1)CCC[Si](C)(C)C)N1CCC1